FC(C(=O)O)(F)F.FC1(CCN(CC1)C1CC2(C1)CCNCC2)CN2CCC(CC2)C2=CC=CC=1N(C(N(C12)C)=O)C1C(NC(CC1)=O)=O 3-(4-(1-((4-fluoro-1-(7-azaspiro[3.5]nonan-2-yl)piperidin-4-yl)methyl)piperidin-4-yl)-3-methyl-2-oxo-2,3-dihydro-1H-benzo[d]imidazol-1-yl)piperidine-2,6-dione trifluoroacetate